2-(6-Morpholino-9H-carbazol-2-yl)propanoic acid O1CCN(CC1)C=1C=C2C=3C=CC(=CC3NC2=CC1)C(C(=O)O)C